ClC=1C=NC=CC1[C@@H](C)C1=NN(C=C1)CC(F)(F)F |r| (rac)-3-Chloro-4-(1-(1-(2,2,2-trifluoroethyl)-1H-pyrazol-3-yl)ethyl)pyridine